2-(imidazo[1,2-a]pyridin-6-yl)propan-2-ol diethyl-(Z)-2-((2-(tert-butoxycarbonyl)-2-methylhydrazino)methylene)-3-oxosuccinate C(C)C(N(N\C=C(/C(=O)O)\C(C(=O)O)=O)C(=O)OC(C)(C)C)CC.N=1C=CN2C1C=CC(=C2)C(C)(C)O